ClC=1C=C(C=C(C1)Cl)N1CCN(CC1)C(CCC(=O)C1=NC=CC=C1)=O 1-[4-(3,5-dichlorophenyl)piperazin-1-yl]-4-(2-pyridyl)butane-1,4-dione